C(C)(C)(C)C1=CC=C(OCCCCC(=O)O)C=C1 5-(4-(tert-butyl)phenoxy)valeric acid